(5S)-N-[(6S)-4-Methyl-5-oxo-7,8-dihydro-6H-pyrazolo[1,5-a][1,3]diazepin-6-yl]-5-phenyl-6,7-dihydro-5H-pyrrolo[1,2-b][1,2,4]triazol-2-carboxamid CN1C=2N(CC[C@@H](C1=O)NC(=O)C=1N=C3N(N1)[C@@H](CC3)C3=CC=CC=C3)N=CC2